FC(C1=NN=C(O1)C1=CN=C(S1)CN(C)C1=NC=CC=C1C#N)F ({5-[5-(difluoromethyl)-1,3,4-oxadiazol-2-yl]-1,3-thiazol-2-yl}methyl(methyl)amino)pyridine-3-carbonitrile